(S)-5-(4-(benzyloxy)benzyl)-3-butyl-2,2-dimethyl-1-picolinoylimidazolidin-4-one C(C1=CC=CC=C1)OC1=CC=C(C[C@H]2C(N(C(N2C(C2=NC=CC=C2)=O)(C)C)CCCC)=O)C=C1